BrC1=C(C2=CC=C(C=C2C(=C1)C1CC1)F)N 2-Bromo-4-cyclopropyl-6-fluoronaphthalene-1-amine